OC=1C(=NC=CC1)C=O 3-HYDROXYPYRIDINE-2-CARBOXALDEHYDE